3,5-difluoro-4-(4-(oxetan-3-yl)piperidin-1-yl)aniline FC=1C=C(N)C=C(C1N1CCC(CC1)C1COC1)F